N[C@@H]1[C@@H](N(C1)C(=O)C=1SC(=C(N1)C)OC1=C(C=C(C=C1)N1N=CN(C1=O)CC1=C(C=CC=C1)F)F)C 2-[4-[2-[(2s,3s)-3-amino-2-methyl-azetidine-1-carbonyl]-4-methyl-thiazol-5-yl]oxy-3-fluoro-phenyl]-4-[(2-fluorophenyl)methyl]-1,2,4-triazol-3-one